di-tert-butyl-(3,5-di-(tert-butyl)phenyl)dichloropalladium (II) C(C)(C)(C)[Pd-3](Cl)(Cl)(C1=CC(=CC(=C1)C(C)(C)C)C(C)(C)C)C(C)(C)C